7-methoxy-1,9-dimethyl-6-(pyrrolidin-1-yl)-9H-pyrido[3,4-b]indole COC1=C(C=C2C3=C(N(C2=C1)C)C(=NC=C3)C)N3CCCC3